C1(=CC=C(C=C1)C1=CC=CC=C1)P(O)(O)OP(O)O.C(C)(C)(C)C1=C(C=CC(=C1)C(C)(C)C)O (2,4-di-t-butylphenol) 4,4'-biphenylyl-diphosphite